3-(4,6-diamino-1,3,5-triazin-2-yl)-2-fluorocyclohex-2-en-1-one NC1=NC(=NC(=N1)N)C1=C(C(CCC1)=O)F